O1[C@H](CCC2=CC=CC=C12)C(=O)O (R)-chroman-2-carboxylic acid